ClC=1C=NN(C(C1CCO)=O)CC(=O)OCC ethyl 2-[4-chloro-5-(2-hydroxyethyl)-6-oxo-pyridazin-1-yl]acetate